ClC1CNCC(N1C1=NC=NC2=CC(=CC=C12)C1=CC=CC2=CC=C(C(=C12)Cl)F)(CC#N)OC[C@H]1N(C[C@@H](C1)F)C 6-chloro-7-(8-chloro-7-fluoronaphthalen-1-yl)-2-((((2S,4R)-4-fluoro-1-methylpyrrolidin-2-yl)methoxy)quinazolin-4-ylpiperazin-2-yl)acetonitrile